C1(CCCC1)N1C2=C(S(C(C(C1)CCC(C)(F)F)F)(=O)=O)C=C(C(=C2)C(F)(F)F)OC 5-cyclopentyl-3-(3,3-difluorobutyl)-2-fluoro-8-methoxy-7-(trifluoromethyl)-2,3,4,5-tetrahydrobenzo[b][1,4]thiazepine 1,1-dioxide